CS(=O)(=O)NC1=C(C=CC=C1)C=CC(=O)OCC Ethyl 3-(2-(methylsulfonamido)phenyl)acrylate